N[C@@H]1CN(CC[C@H]1F)C1=NC2=C(N1CC1=C(C#N)C=CC=C1)C=C(C(=C2)F)F 2-((2-((3R,4R)-3-Amino-4-fluoro-1-piperidinyl)-5,6-difluoro-1H-benzimidazol-1-yl)methyl)benzonitril